N1(CCOCC1)C=1N=CC2=C(N1)C(N(C2)C(C)C)=O 2-(morpholin-4-yl)-6-(propan-2-yl)-5,6-dihydro-7H-pyrrolo[3,4-d]pyrimidin-7-one